N,N'-[1,3-phenylenebis(methylene)]bis(isoindolin-1-one) C1(=CC(=CC=C1)CN1C(C2=CC=CC=C2C1)=O)CN1C(C2=CC=CC=C2C1)=O